FC1=CC(=C(C=C1[N+](=O)[O-])S(=O)(=O)Cl)C 4-Fluoro-2-methyl-5-nitrobenzensulfonylchlorid